nickel cis-oleate C(CCCCCCC\C=C/CCCCCCCC)(=O)[O-].[Ni+2].C(CCCCCCC\C=C/CCCCCCCC)(=O)[O-]